6,7-dimethoxy-2-methyl-N-{(1R)-1-[3'-(methylsulfonyl)-biphenyl-3-yl]-ethyl}quinazolin-4-amine COC=1C=C2C(=NC(=NC2=CC1OC)C)N[C@H](C)C=1C=C(C=CC1)C1=CC(=CC=C1)S(=O)(=O)C